C(CCCCCC(C)(C)C)(=O)[O-].[Na+] Natrium neodecanoat